1-methyl-3-difluoromethyl-4-(tert-butyloxycarbonyl)aminopyrazole CN1N=C(C(=C1)NC(=O)OC(C)(C)C)C(F)F